BrC1=CC=CC(=N1)C(N[S@](=O)C(C)(C)C)C1=CC(=C(C=C1)F)Cl (R)-N-((6-bromopyridin-2-yl)(3-chloro-4-fluorophenyl)methyl)-2-methylpropane-2-sulfinamide